FC=1C=CC(=C(C(=O)NCC2=CC=C(C=C2)N2N=CC=3C(=NC=C(C32)C(=O)N)N3CCCC3)C1)OC (4-((5-fluoro-2-methoxybenzoylamino)methyl)phenyl)-4-(pyrrolidin-1-yl)-1H-pyrazolo[4,3-c]Pyridine-7-carboxamide